CN(C1CC(CC1)N(S(=O)(=O)NC(=O)NC1=C2CCCC2=CC=2CCCC12)C=1C=NN(C1)C)C 1-{[3-(dimethylamino)cyclopentyl](1-methyl-1H-pyrazol-4-yl)sulfamoyl}-3-(1,2,3,5,6,7-hexahydro-s-indacen-4-yl)urea